BrC=1C=C2C=CN(C2=CC1)C1CCC(CC1)CN1CCN(CC1)C(=O)OC(C)(C)C tert-butyl 4-((4-(5-bromo-1H-indol-1-yl)cyclohexyl)methyl)piperazine-1-carboxylate